BrC1=C(C2=C(N=C(N=C2)NC2=NC=C(C=C2)C(=O)N2CCNCC2)N(C1=O)C1CCCC1)C 6-bromo-8-cyclopentyl-5-methyl-2-[5-(piperazine-1-carbonyl)-pyridin-2-ylamino]-8H-pyrido[2,3-d]Pyrimidin-7-one